N-[5-(5-chloro-1H-benzimidazol-2-yl)-1-[(4-methoxyphenyl)methyl]-pyrazol-3-yl]-6-(4-hydroxy-1-piperidyl)pyridine-3-carboxamide ClC1=CC2=C(NC(=N2)C2=CC(=NN2CC2=CC=C(C=C2)OC)NC(=O)C=2C=NC(=CC2)N2CCC(CC2)O)C=C1